6-Chloro-10-(hydroxymethyl)-3,3-dimethyl-2,3,4a,9,9a,10-hexahydro-1H-indeno[1,2-c]pyrazolo[1,2-a]pyrazol-1-one ClC=1C=CC=2CC3C(N4N(C3CO)C(CC4(C)C)=O)C2C1